methyl (S)-3-(8-chloro-6-(2-chlorophenyl)-1-((cyclopropylmethyl)thio)-4H-benzo[f][1,2,4]triazolo[4,3-a][1,4]diazepin-4-yl)propionate ClC=1C=CC2=C(C(=N[C@H](C=3N2C(=NN3)SCC3CC3)CCC(=O)OC)C3=C(C=CC=C3)Cl)C1